ClC1=C(C=CC=C1)C#CBr chlorophenylethynylbromide